C(C)N(C1[NH+](CCN1CC)CC)CC 2-diethylamino-1,3-diethylimidazolinium